NC1=NC=C(C=C1OC=1C=C(C=CC1)NC(C1=CC(=CC=C1)OC(F)(F)F)=O)Cl N-(3-((2-amino-5-chloropyridin-3-yl)oxy)phenyl)-3-(trifluoromethoxy)benzamide